1,4-dimethoxy-2-naphthaldehyde COC1=C(C=C(C2=CC=CC=C12)OC)C=O